N1C(CC1)CC1=C(C2=C(N=NC(=C2)C2=C(C=CC=C2)O)N1)C(C)C 2-(6-(azetidin-2-ylmethyl)-5-isopropyl-7H-pyrrolo[2,3-c]pyridazin-3-yl)phenol